Cl.ClC1=CC=C(C=C1)NC1N(C(=NC(=N1)N)N1CCCC1)C1=CC=C(C=C1)F N-(4-Chlorophenyl)-N1-(4-fluorophenyl)-6-pyrrolidin-1-yl-[1,3,5]triazine-2,4-diamine hydrochloride